N(=C=S)C1=CC=C(S1)C(C[N+](=O)[O-])C1=C(NC2=CC=CC=C12)C1=CC=CC=C1 3-(1-(5-isothiocyanatothiophen-2-yl)-2-nitroethyl)-2-phenyl-1H-indole